ClC1=CC=C(C=C1)CC(=O)NN1C(C2=CC=CC=C2C(=N1)C)=O 2-(4-chlorophenyl)-N-(4-methyl-1-oxophthalazin-2(1H)-yl)acetamide